The molecule is an organic anion that is the conjugate base of tetracycline obtained by deprotonation of the two enolic hydroxy groups and protonation of the tertiary amino group. It is a conjugate base of a tetracycline and a tetracycline zwitterion. C[C@@]1([C@H]2C[C@H]3[C@@H](C(=O)C(=C([C@]3(C(=O)C2=C(C4=C1C=CC=C4O)[O-])O)[O-])C(=O)N)[NH+](C)C)O